1-bromo-8-ethyl-3,7,7-trifluoro-5,6,7,8-tetrahydronaphthalene-2-carbaldehyde BrC1=C(C(=CC=2CCC(C(C12)CC)(F)F)F)C=O